4-methoxy-1,3-benzothiazole-6-carboxylic acid COC1=CC(=CC2=C1N=CS2)C(=O)O